BrC1=CC=C(C=C1)C1(CCC1)C(CN)N 1-[1-(4-bromophenyl)cyclobutyl]-1,2-ethanediamine